CN1N=CC(=C1)C=1N=C(C=2N(C1)N=CC2)OC21CCC(C2)(C1)NC(C=C)=O N-(4-((6-(1-methyl-1H-pyrazol-4-yl)pyrazolo[1,5-a]pyrazin-4-yl)oxy)bicyclo[2.1.1]hexan-1-yl)acrylamide